(2-((2-fluorophenyl)amino)-2-oxoacetyl)-D-leucine FC1=C(C=CC=C1)NC(C(=O)N[C@H](CC(C)C)C(=O)O)=O